BrC=1C=C2C(=NC1)O[C@H](CO2)C=2C=NC(=CC2)OC (S)-7-bromo-3-(6-methoxypyridin-3-yl)-2,3-dihydro-[1,4]dioxino[2,3-b]pyridine